ClC1=C(C=CC=C1)N1C(=NC(=C1C(=O)O)C)C 1-(2-chlorophenyl)-2,4-dimethyl-1H-imidazole-5-carboxylic acid